2-(2-chloro-4-pyridyl)-1,5,6,7-tetrahydropyrrolo[3,2-c]pyridin-4-one ClC1=NC=CC(=C1)C1=CC=2C(NCCC2N1)=O